4-(2-((2-(2-(2-aminoethoxy)ethoxy)ethyl)amino)-2-oxoethoxy)-2-methyl-N-(5-methylthiazol-2-yl)benzamide NCCOCCOCCNC(COC1=CC(=C(C(=O)NC=2SC(=CN2)C)C=C1)C)=O